NC1=NC=2C=C(C(=CC2C2=C1N(N=C2)C)C(=O)N2[C@@H](COC[C@@H]2C2=NC=C(C=C2)C(F)(F)F)C)F (4-amino-7-fluoro-3-methyl-3H-pyrazolo[3,4-c]quinolin-8-yl)((3R,5S)-3-methyl-5-(5-(trifluoromethyl)-2-pyridinyl)-4-morpholinyl)methanone